NC1=CC=C(OC2=CC=C(C=C2)C23CC4(CC(CC(C2)C4)C3)C3=CC=C(C=C3)OC3=CC=C(C=C3)N)C=C1 1,3-bis[4-(4-aminophenoxy)phenyl]adamantane